CC(CNCC1=CC=CC=C1)NCC2=CC=CC=C2 N,N'-dibenzylpropane-1,2-diamine